Cl.Cl.CC(C(=O)N)(C(=O)N)C dimethylmalonamide dihydrochloride